(4-aminophenyl)-2-oxazoline NC1=CC=C(C=C1)C=1OCCN1